[Si](C)(C)(C(C)(C)C)OCCOC=1C=C2C(=CC=NC2=CC1OC)OC1=C(C=C(N)C=C1F)F 4-[(6-{2-[(tert-butyldimethylsilyl)oxy]ethoxy}-7-methoxyquinolin-4-yl)oxy]-3,5-difluoroaniline